ClC1=NC=C(C(=C1)N1CC(C1)C(C)(C)O)C#CC=1C=NN(C1)CCF 2-(1-(2-chloro-5-((1-(2-fluoroethyl)-1H-pyrazol-4-yl)ethynyl)pyridin-4-yl)azetidin-3-yl)propan-2-ol